CC(C(CC)NC1=NC(=NC(=N1)C1=CC=CC=C1)NC1=CC=CC=C1)O methyl-2-(4-phenyl-6-(phenylamino)-1,3,5-triazin-2-ylamino)butan-1-ol